NC(CC[C@H]1CC(N(C1)C(=O)OC(C)(C)C)(C)C)C1=NC=C(C=C1)Cl tert-Butyl (4S)-4-[3-amino-3-(5-chloro-2-pyridyl)propyl]-2,2-dimethyl-pyrrolidine-1-carboxylate